1-((5-(3-fluorophenyl)isoxazol-3-yl)methyl)-4-(1-methylcyclobutyl)-1,4-dihydropyrazine-2,3-dione FC=1C=C(C=CC1)C1=CC(=NO1)CN1C(C(N(C=C1)C1(CCC1)C)=O)=O